FC(CO)(F)C=1C(=C(C=CC1)[C@@H](C)NC1=NC(=NC2=C3C(=C(C=C12)C1(CCN(CC1)C(C)=O)O)OCC3)C)F (R)-1-(4-(4-((1-(3-(1,1-difluoro-2-hydroxyethyl)-2-fluorophenyl)ethyl)amino)-2-methyl-8,9-dihydrofuro[2,3-h]quinazolin-6-yl)-4-hydroxypiperidin-1-yl)ethan-1-one